6-chloro-3-(trifluoromethoxy)pyridine ClC1=CC=C(C=N1)OC(F)(F)F